CP1(C=CCC1)=O 1-methyl-1-oxo-phospholene